C1(CC1)C=1C=C(C(N(C1COC)C1=CC=C(C=C1)F)=O)C(=O)N 5-cyclopropyl-1-(4-fluorophenyl)-6-(methoxymethyl)-2-oxo-1,2-dihydropyridine-3-carboxamide